ClC=1C(NN=CC1N1C[C@@H](CC1)OC=1C=NC=C(C1)C=1C(=NOC1C)C)=O (R)-4-chloro-5-(3-((5-(3,5-dimethylisoxazol-4-yl)pyridin-3-yl)oxy)pyrrolidin-1-yl)pyridazin-3(2H)-one